1-(1-Decyloxy-methyl)-3-methylimidazole C(CCCCCCCCC)OCN1CN(C=C1)C